F[C@H]1CN(CC[C@H]1NC1=C2C=C(N(C2=CC=C1)CC(F)(F)F)C1=NOC(=N1)CNC(=O)C=1C=NN(C1)[C@H]1[C@@H](CCCC1)OC)C N-{[3-(4-{[(3S,4R)-3-fluoro-1-methylpiperidin-4-yl]amino}-1-(2,2,2-trifluoroethyl)-1H-indol-2-yl)-1,2,4-oxadiazol-5-yl]methyl}-1-[(1R,2R)-2-methoxycyclohexyl]-1H-pyrazole-4-carboxamide